FC1=NN(C2=CC(=CC=C12)[C@@H]1[C@H](C1)C=1C=2N(N=C(C1)C=1C(NC(NC1)=O)=O)C=CN2)CC(F)(F)F 5-(8-((1S,2S)-2-(3-fluoro-1-(2,2,2-trifluoroethyl)-1H-indazol-6-yl)cyclopropyl)imidazo[1,2-b]pyridazin-6-yl)pyrimidine-2,4(1H,3H)-dione